2-(5-(1-(2-methoxyphenyl)-2,3-dihydro-1H-cyclopenta[4,5]imidazo[1,2-a]pyridin-7-yl)pyrimidin-2-yl)propan-2-ol COC1=C(C=CC=C1)C1CCC=2N=C3N(C=C(C=C3)C=3C=NC(=NC3)C(C)(C)O)C21